COC(=O)C=1C=CC2=C(N(C(=N2)C(COC)N2CCC(CC2)C2=NC(=CC=C2)OCC2=C(C=C(C=C2)Cl)F)C[C@H]2OCC2)C1 2-(1-(4-(6-((4-Chloro-2-fluorobenzyl)oxy)pyridin-2-yl)piperidin-1-yl)-2-methoxyethyl)-1-(((S)-oxetane-2-yl)methyl)-1H-benzo[d]imidazole-6-carboxylic acid methyl ester